4-(N,N-dimethylamino)piperidine CN(C)C1CCNCC1